FC=1C(=C(C=NC1)[C@@H]1C2=C(NC(=C1C(=O)OC)C)COC2=O)[C@@H](C)F methyl (S)-4-(5-fluoro-4-((R)-1-fluoroethyl)pyridin-3-yl)-2-methyl-5-oxo-1,4,5,7-tetrahydrofuro[3,4-b]pyridine-3-carboxylate